tert-butyl-2-((4-fluoro-1H-indazol-6-yl)oxy)acetate C(C)(C)(C)OC(COC1=CC(=C2C=NNC2=C1)F)=O